[Cl-].CO[Si](CCC[N+](CCCCCCCCCCCCCCCCCC)(C)C)(OC)OC 3-[trimethoxysilyl]propyl-dimethyloctadecyl-ammonium chloride